C([O-])([O-])=O.[Ca+2].S(=O)(=O)([O-])[O-].[Mn+2] manganous sulfate calcium carbonate